Cl.NC1=C2C(N(C(=NC2=CC=C1)C)C1C(NC(CC1)=O)=O)=O 3-(5-amino-2-methyl-4-oxoquinazolin-3-yl)piperidine-2,6-dione hydrochloride